4-(2-(1-Cyanopyrrolidin-3-yl)-1H-benzo[d]imidazol-6-yl)benzamide C(#N)N1CC(CC1)C1=NC2=C(N1)C=C(C=C2)C2=CC=C(C(=O)N)C=C2